N-methyl-didodecyl-amine CN(CCCCCCCCCCCC)CCCCCCCCCCCC